4-((4-bromo-2,3-dihydro-1H-inden-1-yl)oxy)-5-chloro-3-fluoro-2-methoxybenzaldehyde BrC1=C2CCC(C2=CC=C1)OC1=C(C(=C(C=O)C=C1Cl)OC)F